ClC=1C(=C(C=CC1)C(CC1=NC(=NC(=N1)N[C@@H](CO)CC(C)C)NS(=O)(=O)C)C)F N-(4-(2-(3-chloro-2-fluorophenyl)propyl)-6-(((R)-1-hydroxy-4-methylpentan-2-yl)amino)-1,3,5-triazin-2-yl)methanesulfonamide